3-pyrrolo[2,1-f][1,2,4]triazin-2-yl-aniline N=1N2C(C=NC1C=1C=C(N)C=CC1)=CC=C2